1-ethyl-3-methylimidazolium thiocyanate [S-]C#N.C(C)N1C=[N+](C=C1)C